2-(hydroxyphenyl)-3-(4-fluorophenyl)-2-propen-1-one OC1=C(C=CC=C1)C(C=O)=CC1=CC=C(C=C1)F